Cl.FCC1(CC1)N 1-(fluoromethyl)cyclopropan-1-amine hydrochloride